FC1=C2C=NNC2=CC=C1C1=C(N=C2N1C=C(N=C2)C2=CC(=CC=C2)OC(C)C)C(F)(F)F 3-(4-fluoro-1H-indazol-5-yl)-6-(3-isopropoxy-phenyl)-2-trifluoromethyl-imidazo[1,2-a]pyrazine